BrCCOC1=C(C#N)C=CC=C1C 2-(2-bromoethoxy)-3-methylbenzonitrile